C1(CC1)CN1C(=CC=2C1=NC(=CC2)CCC2CCNCC2)C2=NC1=C(N2C)C(=CC(=C1)C(=O)N1C[C@@H](C[C@H](C1)F)N)OC (3R,5R)-1-{2-[1-(cyclopropylmethyl)-6-[2-(piperidin-4-yl)ethyl]-1H-pyrrolo[2,3-b]pyridin-2-yl]-7-methoxy-1-methyl-1H-1,3-benzodiazole-5-carbonyl}-5-fluoropiperidin-3-amine